1-((3R)-3-((5-chloro-7-fluoro-6-(3-hydroxy-naphthalen-1-yl)benzo[c]isothiazol-3-yl)amino)piperidin-1-yl)prop-2-en-1-one ClC1=CC=2C(=NSC2N[C@H]2CN(CCC2)C(C=C)=O)C(=C1C1=CC(=CC2=CC=CC=C12)O)F